(7-(3-Cyclopropylphenoxy)-2-azaspiro[3.5]nonan-2-yl)((1s,3s)-3-hydroxy-3-methylcyclobutyl)methanone C1(CC1)C=1C=C(OC2CCC3(CN(C3)C(=O)C3CC(C3)(C)O)CC2)C=CC1